nicotine-N'-oxide N1=CC=CC(=C1)C1[N+](C)(CCC1)[O-]